Tetraethylphosphonium acetat C(C)(=O)[O-].C(C)[P+](CC)(CC)CC